1-(4-ethoxyphenyl)-5,5-bis[2-(4-pyridyl)ethyl]-2,4,6(1H,3H,5H)-pyrimidinetrione C(C)OC1=CC=C(C=C1)N1C(NC(C(C1=O)(CCC1=CC=NC=C1)CCC1=CC=NC=C1)=O)=O